1-(4-bromopyridin-2-yl)-3-(1,3-dioxolan-2-yl)propan-1-one BrC1=CC(=NC=C1)C(CCC1OCCO1)=O